2-((5-bromo-2-((3,4,5-trimethoxyphenyl)amino)pyrimidin-4-yl)amino)-N-methoxybenzamide BrC=1C(=NC(=NC1)NC1=CC(=C(C(=C1)OC)OC)OC)NC1=C(C(=O)NOC)C=CC=C1